C1(CC1)COC1=NC(=NC=C1)C1=CC(=C(C(=C1)F)N1CC(C1)CC(=O)O)F 2-[1-[4-[4-(cyclopropylmethoxy)pyrimidin-2-yl]-2,6-difluoro-phenyl]azetidin-3-yl]acetic acid